CC(COC1=CC=NC=C1)C 4-(2-methylpropoxy)pyridine